C(C=C)(=O)N1C[C@H](CCC1)NC1=C2C(=NC=C1C(=O)OCOC(C)C)NC=C2 isopropoxymethyl (S)-4-((1-acryloylpiperidin-3-yl)amino)-1H-pyrrolo[2,3-b]pyridine-5-carboxylate